1-(2-chloro-4-(2-chloro-3-methoxypyridin-4-yl)phenyl)-3-methyl-1H-imidazol-2(3H)-one ClC1=C(C=CC(=C1)C1=C(C(=NC=C1)Cl)OC)N1C(N(C=C1)C)=O